5-hexyl-2-norbornene C(CCCCC)C1C2C=CC(C1)C2